carbamic acid methylTert-butyl ester CCC(C)(C)OC(N)=O